FC=1C=CC(=NC1C)[C@H]1CNCCO1 (R)-2-(5-fluoro-6-methyl-2-pyridyl)morpholine